NC1=C(C(=NC(=C1F)C1=CC=C2C=CNC2=C1F)C(=O)[O-])Cl.[Na+].C1=C(C=CC=2SC3=CC=CC=C3NC12)C(=C)C=1C=CC(=NC1)NC(C)=O N-(5-(1-(10H-phenothiazin-2-yl)vinyl)pyridin-2-yl)acetamide sodium 4-amino-3-chloro-5-fluoro-6-(7-fluoro-1H-indol-6-yl)pyridine-2-carboxylate